[4-(5-chlorooxazolo[4,5-b]pyridin-2-yl)piperazin-1-yl]-[4-[1-(2,2-dimethylpropyl)-1,2,4-triazol-3-yl]-3-fluoro-phenyl]methanone ClC1=CC=C2C(=N1)N=C(O2)N2CCN(CC2)C(=O)C2=CC(=C(C=C2)C2=NN(C=N2)CC(C)(C)C)F